4-(5-Chloro-2-(((1R,4R)-4-methoxycyclohexyl)amino)pyrido[4,3-d]pyrimidin-8-yl)benzonitrile ClC1=NC=C(C=2N=C(N=CC21)NC2CCC(CC2)OC)C2=CC=C(C#N)C=C2